B(/C=C/CCCCCCC)(O)O TRANS-NONENYLBORONIC ACID